CC(C)(C)OC(=O)N1C[C@H](CCC1)OC1=NC(=C(C2=C1C=CO2)Br)Br (3S)-3-[(6,7-dibromofuro[3,2-c]pyridin-4-yl)oxy]piperidine-1-carboxylic acid 2-methylpropan-2-yl ester